C(C1=CC=CC=C1)OCCCOCC[C@@H](O[Si](C1=CC=CC=C1)(C1=CC=CC=C1)C(C)(C)C)C [(1S)-3-(3-benzyloxypropoxy)-1-methyl-propoxy]-tert-butyl-diphenyl-silane